CC1=CC=C(C(=O)C2=C(C(=C3C=CC=CN23)N2C(C=CC=C2)=O)C2=CC=C(C=C2)C)C=C1 1-(3-(4-methylbenzoyl)-2-(p-tolyl)indolizin-1-yl)pyridin-2(1H)-one